ClC=1C=NN(C(C1CCO)=O)CC(=O)NC1=CC(=C(C=C1)C)S(NCCC1=NC=CC=C1)(=O)=O 2-[4-chloro-5-(2-hydroxyethyl)-6-oxo-pyridazin-1-yl]-N-[4-methyl-3-[2-(2-pyridyl)ethylsulfamoyl]phenyl]acetamide